[Sb].[As].[In].[Al] aluminum-indium-arsenic-antimony